CN([C@H]1CN(CC1)CC(=O)N1[C@@H](CCC1)C#N)C1=NC2=CC=CC=C2C=C1 (2S)-1-[2-[(3R)-3-[methyl(2-quinolyl)amino]pyrrolidin-1-yl]acetyl]pyrrolidine-2-carbonitrile